CC=1C=C(C=C2C=NNC12)C[C@H](C(=O)N1CCN(CC1)C1CCN(CC1)C)NC(=O)N1CCC2(C(NC3=NC=CC=C32)=O)CC1 (R)-N-(3-(7-methyl-1H-indazol-5-yl)-1-(4-(1-methylpiperidin-4-yl)piperazin-1-yl)-1-oxopropan-2-yl)-2'-oxo-1',2'-dihydrospiro[piperidine-4,3'-pyrrolo[2,3-b]pyridine]-1-carboxamide